methyl 2-(2-((4-(2-(4-chloro-2-fluorophenyl)-2-methylbenzo[d][1,3]dioxan-4-yl) piperidin-1-yl) methyl)-1-(((S)-oxetan-2-yl) methyl)-1H-benzo[d]imidazol-6-yl)-2-methylpropionate ClC1=CC(=C(C=C1)C1(OC(C2=C(O1)C=CC=C2)C2CCN(CC2)CC2=NC1=C(N2C[C@H]2OCC2)C=C(C=C1)C(C(=O)OC)(C)C)C)F